3-(3-chloro-4-(4-cyclohexylpiperazin-1-yl)phenyl)-1-(6,7-dimethoxyquinazolin-4-yl)-1H-1,2,4-triazole-3,5-diamine ClC=1C=C(C=CC1N1CCN(CC1)C1CCCCC1)C1(NN(C(=N1)N)C1=NC=NC2=CC(=C(C=C12)OC)OC)N